CS(=O)(=O)OC1=CC=C(C=C1)CC(NC1CCC(CC1)NC1=CC(=NC2=CC=C(C=C12)Cl)C(F)(F)F)=O 4-({[(1s,4s)-4-{[6-chloro-2-(trifluoromethyl)quinolin-4-yl]amino}cyclohexyl]carbamoyl}methyl)phenyl methanesulfonate